(S)-2-Methyl-N-(1,2,3,4-tetrahydronaphthalen-1-yl)pyrido[3,2-d]pyrimidin-4-amine CC=1N=C(C2=C(N1)C=CC=N2)N[C@H]2CCCC1=CC=CC=C21